7,7-dimethyl-2-oxobicyclo[2.2.1]Heptane-1-methanesulfonate CC1(C2(C(CC1CC2)=O)CS(=O)(=O)[O-])C